NC=1SC=2C(N(CCC2N1)C(=O)OC(C)(C)C)C tert-butyl 2-amino-4-methyl-6,7-dihydrothiazolo[5,4-c]pyridine-5(4H)-carboxylate